C(CC)NC=O.C(CC)NC=O.C(CC)NC=O.[Y] yttrium tris(propylformamide)